2-(4-(trifluoromethyl)phenyl)-4,5-dihydronaphtho[1,2-b]furan FC(C1=CC=C(C=C1)C1=CC2=C(O1)C1=CC=CC=C1CC2)(F)F